C(C)(C)(C)OC(=O)NCCN1C=C(C2=CC=CC=C12)C[C@@H](C(=O)O)NC(=O)OCC1C2=CC=CC=C2C=2C=CC=CC12 (2S)-3-[1-(2-{[(tert-butoxy)carbonyl]amino}ethyl)-1H-indol-3-yl]-2-({[(9H-fluoren-9-yl)methoxy]carbonyl}amino)propanoic acid